ClC1=C(C(=O)NC2=CC(=C(C=C2)Cl)C2=NC=CC=C2)C=CC(=C1)C(=O)NCC1CCNCC1 2-Chloro-N1-(4-Chloro-3-(Pyridin-2-Yl)Phenyl)-N4-(Piperidin-4-Ylmethyl)Terephthalamide